ClC1=CC(=C2COCC2=C1)C=N[S@@](=O)C(C)(C)C (S)-N-((6-chloro-1,3-dihydroisobenzofuran-4-yl)methylene)-2-methylpropane-2-sulfinamide